ClC=1C=C(C=O)C=C(C1)OCC 3-chloro-5-ethoxybenzaldehyde